ClC1=CC=C2C(=C(NC2=C1C=1C=NN2C1C=NC=C2)C(=O)OCC)CCCOC2=CC=CC1=CC(=CC=C21)F ethyl 6-chloro-3-(3-((6-fluoronaphthalen-1-yl)oxy)propyl)-7-(pyrazolo[1,5-a]pyrazin-3-yl)-1H-indole-2-carboxylate